N-((3-methoxyphenyl)(p-tolyl)methyl)-2-oxo-6-(trifluoromethyl)-1,2-dihydropyridine-3-carboxamide COC=1C=C(C=CC1)C(NC(=O)C=1C(NC(=CC1)C(F)(F)F)=O)C1=CC=C(C=C1)C